4-(1-(2-fluoro-4-(trifluoromethyl)phenyl)ethyl)piperidine-4-carbonitrile hydrochloride Cl.FC1=C(C=CC(=C1)C(F)(F)F)C(C)C1(CCNCC1)C#N